tert-butyl (S)-(1-(4,4-difluorocyclohexyl)-2-((2-hydroxy-5-(2-methoxyacetyl)-phenyl)amino)-2-oxoethyl)carbamate FC1(CCC(CC1)[C@@H](C(=O)NC1=C(C=CC(=C1)C(COC)=O)O)NC(OC(C)(C)C)=O)F